O1[C@H](COCC1)CN1N=C2C3=C(CCC2=C1)OC(=C3C(F)(F)F)C(=O)NCCN3N=C(C=C3)C 2-[(2S)-1,4-dioxan-2-ylmethyl]-N-[2-(3-methyl-1H-pyrazol-1-yl)ethyl]-8-(trifluoromethyl)-4,5-dihydro-2H-furo[2,3-g]indazole-7-carboxamide